N[C@@H]1[C@H]([C@@H]2C3CC3[C@H]1CC2)C(=O)OCC ethyl (1R,5S,6S,7S)-7-aminotricyclo[3.2.2.02,4]nonane-6-carboxylate